N1CCC(CC1)N1C(NC(C=C1)=O)=O 1-(Piperidin-4-yl)pyrimidine-2,4(1H,3H)-dione